N-(1-(methyl-d3)-3-(((2R,3R)-2-methyloxetan-3-yl)oxy)-1H-pyrazol-4-yl)carboxamide C(N1N=C(C(=C1)NC=O)O[C@H]1[C@H](OC1)C)([2H])([2H])[2H]